O(CCOCCCC=CC(=O)N)CCOCCCC=CC(=O)N N'-[oxybis(2,1-ethanediyloxy-3,1-propanediyl)]bisacrylamide